CCC(C)CCCCCCCCCCCCCCCCCCCO The molecule is a long-chain primary fatty alcohol that is docosan-1-ol substituted by a methyl group at position 20. It derives from a docosan-1-ol.